OC1=C(C=C(C=2C=CC=NC12)S(=O)(=O)O)N=NC1=CC2=CC=C(C=C2C=C1)S(=O)(=O)O 8-Hydroxy-7-[(6-sulfo-2-naphthyl)azo]-5-quinolinesulfonic acid